N,N-dimethylamino-6-hexanol CN(C)CCCCCCO